CC1=NC(=CC(=N1)NC1=NC=C(C(=O)NOCC)C(=C1)NC1=C(C=C(C=C1)C#C)NS(=O)(=O)C)C 6-((2,6-Dimethylpyrimidin-4-yl)amino)-N-ethoxy-4-((4-ethynyl-2-(N-methylsulphonylamino)phenyl)amino)nicotinamide